FC1=CC=C(C=C1)CC(C(C(=O)OCC)=NN)=O ethyl 4-(4-fluorophenyl)-2-hydrazono-3-oxobutyrate